FC1([C@]2(C/C(/[C@H]([C@@](C1)(N2)C)OC)=C/C=2N=CC(=NC2)C2=C(C=C(C=C2)N2C=NC=C2)O)C)F 2-(5-((Z)-((1r,2r,5r)-6,6-difluoro-2-methoxy-1,5-dimethyl-8-azabicyclo[3.2.1]oct-3-ylidene)methyl)pyrazin-2-yl)-5-(1H-imidazol-1-yl)phenol